C(C)N1N=C2C([C@H](N(C=3C(=CC=CC23)NC2=CC(=NC=C2C(CC([2H])([2H])[2H])=O)NC(=O)C2CC2)C)C)=N1 |r| (R/S)-N-(4-((2-ethyl-4,5-dimethyl-4,5-dihydro-2H-[1,2,3]triazolo[4,5-c]quinolin-6-yl)amino)-5-(propanoyl-3,3,3-d3)pyridin-2-yl)cyclopropanecarboxamide